ClCC(CC1NCC(C1)F)=C 2-(2-(chloromethyl)allyl)-4-fluoropyrrolidine